N1C(=NC=C1)C(CC1CCOCC1)=O 1-(1H-imidazole-2-yl)-2-(tetrahydro-2H-pyran-4-yl)ethanone